FC(C(=O)NCCC1=C(C=CC=C1)F)(F)F 2,2,2-trifluoro-N-[2-(2-fluorophenyl)ethyl]acetamide